2,4-difluoro-N-(2-methoxy-5-(4-(piperazin-1-yl)quinazolin-6-yl)pyridin-3-yl)-N-methylbenzenesulfonamide FC1=C(C=CC(=C1)F)S(=O)(=O)N(C)C=1C(=NC=C(C1)C=1C=C2C(=NC=NC2=CC1)N1CCNCC1)OC